ClC=1C=CC(=NC1)N(C1CCN(CC1)C(=O)OC(C)(C)C)C tert-butyl 4-[(5-chloro-2-pyridyl)-methyl-amino]piperidine-1-carboxylate